C1(CCC1)CN(C(OC(C)(C)C)=O)[C@H]1CN(CCC1)C1=CC(N(C=C1)C(C)N1N=NC(=C1)C=1C=NC=C(C1)N1CCCC1)=O tert-butyl (cyclobutylmethyl)((3R)-1-(2-oxo-1-(1-(4-(5-(pyrrolidin-1-yl)pyridin-3-yl)-1H-1,2,3-triazol-1-yl)ethyl)-1,2-dihydropyridin-4-yl)piperidin-3-yl)carbamate